Heptadecan-9-yl 6-((6-(heptyloxy)-6-oxohexyl)(2-hydroxyethyl)amino)hexanoate C(CCCCCC)OC(CCCCCN(CCCCCC(=O)OC(CCCCCCCC)CCCCCCCC)CCO)=O